tert-Butyl 5-(1,3,4-thiadiazol-2-yl)-3,4-dihydroquinoline-1(2H)-carboxylate S1C(=NN=C1)C1=C2CCCN(C2=CC=C1)C(=O)OC(C)(C)C